CC1=C2COC(C2=CC=C1[C@H]1N[C@H](CN(C1)CC=1C=NN(C1)C1=NC=C(N=C1)C)C)=O 4-methyl-5-((2R,6S)-6-methyl-4-((1-(5-methylpyrazin-2-yl)-1H-pyrazol-4-yl)methyl)piperazin-2-yl)isobenzofuran-1(3H)-one